C1(CCCCC1)[C@@H](C)OC(=O)NC1=C(N=NN1C)C1CCN(CC1)C1=CC=C(C=C1)C1(CC1)C(=O)O (R)-1-(4-(4-(5-(((1-cyclohexylethoxy)carbonyl)amino)-1-methyl-1H-1,2,3-triazol-4-yl)piperidin-1-yl)phenyl)cyclopropane-1-carboxylic acid